C(#N)[C@H]1[C@@H](C1)C(=O)NC=1N=CC2=C(C=C(C=C2C1)C1=NSC=C1C)NC(OC(C)(C)C)=O |r| (±)-tert-butyl 3-((trans)-2-cyanocyclopropanecarboxamido)-6-(4-methylisothiazol-3-yl)isoquinolin-8-ylcarbamate